COC1=CC=C(CN2N=CC(=C(C2=O)C(F)(F)F)NCCCOC(C(=O)O)C)C=C1 2-(((1-(4-methoxybenzyl)-6-oxo-5-(trifluoromethyl)-1,6-dihydropyridazin-4-yl)amino)propoxy)propanoic acid